2-methyl-1-{5-[3-(4-methyl-1,3-oxazol-5-yl)-1,2,4-oxadiazol-5-yl]-1H-1,2,3-benzo-triazol-1-yl}propan-2-ol CC(CN1N=NC2=C1C=CC(=C2)C2=NC(=NO2)C2=C(N=CO2)C)(C)O